BIS(2-HYDROXYETHYL)AMINE OCCNCCO